1,2-dimethyl-3-ethoxyethylimidazole bistrifluoromethanesulfonimide salt [N-](S(=O)(=O)C(F)(F)F)S(=O)(=O)C(F)(F)F.CN1C(N(C=C1)CCOCC)C